isopropyl (S)-6-diazo-5-oxo-2-((R)-3,3,3-trifluoro-2-hydroxypropanamido)hexanoate [N+](=[N-])=CC(CC[C@@H](C(=O)OC(C)C)NC([C@H](C(F)(F)F)O)=O)=O